tert-butyl (S)-3-(3-((5-(5-(difluoromethyl)-1,3,4-oxadiazole-2-yl)pyridine-2-yl)methyl)-5-fluoro-2-oxo-6-(pyridine-4-yl)-2,3-dihydro-1H-benzo[d]imidazole-1-yl)piperidine-1-carboxylate FC(C1=NN=C(O1)C=1C=CC(=NC1)CN1C(N(C2=C1C=C(C(=C2)C2=CC=NC=C2)F)[C@@H]2CN(CCC2)C(=O)OC(C)(C)C)=O)F